5-bromo-7-cyclopropyl-3-(2-(3-fluoro-3-methylazetidin-1-yl)-2-oxoethyl)-3,7-dihydro-4H-pyrrolo[2,3-d]pyrimidin-4-one BrC1=CN(C=2N=CN(C(C21)=O)CC(=O)N2CC(C2)(C)F)C2CC2